C(C(C)C)[SiH](O[SiH](C)CC(C)C)C 1,3-diisobutyl-1,3-dimethyldisiloxane